(S)-5-Cyclopropyl-2-(4-(3-(2-((6-oxo-5-(trifluoromethyl)-1,6-dihydropyridazin-4-yl)Amino)propoxy)propyl)piperazin-1-yl)nicotinonitrile C1(CC1)C=1C=NC(=C(C#N)C1)N1CCN(CC1)CCCOC[C@H](C)NC=1C=NNC(C1C(F)(F)F)=O